C(C=C)OC(=O)N1C([C@H]2N(C(C3=C1C=C(C(=C3)OC)OCCCC(=O)O)=O)CC=C(C2)C2=CSC=C2)OC2OCCCC2 4-(((6aS)-5-((allyloxy)carbonyl)-2-methoxy-12-oxo-6-((tetrahydro-2H-pyran-2-yl)oxy)-8-(thiophen-3-yl)-5,6,6a,7,10,12-hexahydrobenzo[e]pyrido[1,2-a][1,4]diazepin-3-yl)oxy)butanoic acid